NCC[C@@H](C)[C@H]1CCC2C3[C@H](CC4C[C@@H](CC[C@@]4(C3CC[C@]12C)C)O)O (3R,7S,10S,13R,17R)-17-((R)-4-Aminobutan-2-yl)-10,13-dimethylhexadecahydro-1H-cyclopenta[a]phenanthrene-3,7-diol